5-(hydroxymethyl)-3-trityl-oxazol-2(3H)-one OCC1=CN(C(O1)=O)C(C1=CC=CC=C1)(C1=CC=CC=C1)C1=CC=CC=C1